CC1(CC2(CC1C=C2)C)C Fenchene